(E)-N-(4-(1-(6-(4-(4-(4-((2-(2,6-dioxopiperidin-3-yl)-1,3-dioxoisoindolin-5-yl)ethynyl)benzyl)piperazin-1-yl)piperidin-1-yl)nicotinoyl)piperidin-4-yl)butyl)-3-(pyridin-3-yl)acrylamide O=C1NC(CCC1N1C(C2=CC=C(C=C2C1=O)C#CC1=CC=C(CN2CCN(CC2)C2CCN(CC2)C2=NC=C(C(=O)N3CCC(CC3)CCCCNC(\C=C\C=3C=NC=CC3)=O)C=C2)C=C1)=O)=O